N1(CCC1)C(C1=NN=CN1C)C1=CC(=CC=C1)Br 3-(azetidin-1-yl(3-bromophenyl)methyl)-4-methyl-4H-1,2,4-triazole